ethyl (S)-2-((2-(benzyloxy)ethyl)(2-((tert-butoxycarbonyl)amino)propyl)amino)-2-oxoacetate C(C1=CC=CC=C1)OCCN(C(C(=O)OCC)=O)C[C@H](C)NC(=O)OC(C)(C)C